hydroxybenzenediacetic acid OC1=C(C(=CC=C1)CC(=O)O)CC(=O)O